CN1CC(C(C1)C1=CC=CC=C1)C(=O)N methyl-l-4-phenylpyrrolidine-3-carboxamide